zinc 3,5-di-tert-butylsalicylate C(C)(C)(C)C1=C(C(C(=O)[O-])=CC(=C1)C(C)(C)C)O.[Zn+2].C(C)(C)(C)C1=C(C(C(=O)[O-])=CC(=C1)C(C)(C)C)O